4-(2-chloro-4-((3-(2,3-difluoro-4-methoxyphenyl)imidazo[1,2-a]pyrazin-8-yl)amino)benzoyl)piperazine-2-carboxylic acid ClC1=C(C(=O)N2CC(NCC2)C(=O)O)C=CC(=C1)NC=1C=2N(C=CN1)C(=CN2)C2=C(C(=C(C=C2)OC)F)F